C1[C@@H]([C@H]2[C@@H](C3=NC4=C(N3[C@@H]1O2)N=C(NC4=O)N)O)O The molecule is an organic heterotetracyclic compound obtained by intramolecular formation of a C-C bond between positions 8 and 5' of 2'-deoxyguanosine. It has a role as a Mycoplasma genitalium metabolite. It is a N-glycosyl compound, an aromatic amine, a bridged compound, a diol and an organic heterotetracyclic compound. It derives from a 2'-deoxyguanosine.